tert-butyl 8-(5-((3,4-dichlorophenyl)difluoromethyl)-1,3,4-oxadiazol-2-yl)-6-(1-(tetrahydro-2H-pyran-2-yl)-1H-pyrazole-4-carbonyl)-2,6-diazaspiro[3.4]octane-2-carboxylate ClC=1C=C(C=CC1Cl)C(C1=NN=C(O1)C1CN(CC12CN(C2)C(=O)OC(C)(C)C)C(=O)C=2C=NN(C2)C2OCCCC2)(F)F